CC1=NC=NC(=C1NC(=O)C1=NN(C(=CC1=O)C)C1=CC=CC=C1)C N-(4,6-dimethylpyrimidin-5-yl)-6-methyl-4-oxo-1-phenyl-1,4-dihydropyridazine-3-carboxamide